C1(=CC=CC=C1)P(C1=CC=CC=2C(C3=CC=CC(=C3OC12)P(C1=CC=CC=C1)C1=CC=CC=C1)(C)C)C1=CC=CC=C1 4,5-bis-(diphenyl-phosphino)-9,9-dimethylxanthen